8-(4-amino-3-(ethylthio)phenoxy)pyrido[2,3-b]pyrazin-3(4H)-one hydrochloride Cl.NC1=C(C=C(OC2=CC=NC=3NC(C=NC32)=O)C=C1)SCC